ethyl 6-[2-[[7-(5-methyl-1,2,4-oxadiazol-3-yl)-1-isoquinolinyl] amino] ethyl]-7-oxo-5H-pyrrolo[3,4-b]pyridine-2-carboxylate CC1=NC(=NO1)C1=CC=C2C=CN=C(C2=C1)NCCN1C(C2=NC(=CC=C2C1)C(=O)OCC)=O